sulfanyl-benzaldehyde SC1=C(C=O)C=CC=C1